3-(trimethylsilyloxy)quinuclidine-3-carbonitrile C[Si](OC1(CN2CCC1CC2)C#N)(C)C